FC1=CC=C(COC2=CC=C3CCC(OC3=C2)C(=O)OCC)C=C1 ethyl 7-((4-fluorobenzyl)oxy)chromane-2-carboxylate